Nitrobenzylmercaptopurine C1=CC=C(C=C1)CC2=NC(=S)C3=C(N2)N=C(N3)[N+](=O)[O-]